C(C)C1CC2(NC(C1)C2)C(=O)O cis-3-ethyl-6-azabicyclo[3.1.1]heptane-1-carboxylic acid